N1N=CC(=C1)C1=CC=C(C=C1)NC1=NC(=NC=C1F)C1=CC=C2C=C(N(C2=C1)C)C(=O)N1CC(C1)(F)F (6-(4-((4-(1H-pyrazol-4-yl)phenyl)amino)-5-fluoropyrimidin-2-yl)-1-methyl-1H-indol-2-yl)(3,3-difluoroazetidin-1-yl)methanone